C(C)OC(=O)[C@@H]1N(C2CC2C1)C(=O)OC(C)(C)C (3R)-2-azabicyclo[3.1.0]hexane-2,3-dicarboxylic acid 2-tert-butyl 3-ethyl ester